B(O)O.CC(C(C)(C)C)=O.CC(C(C)(C)C)=O bispinacolone boronate